O=C1N(C=2C(=NC=C(C2)N2C[C@H](OCC2)COC2OCCCC2)N1)C1CCN(CC1)C(=O)OC(C)(C)C tert-Butyl 4-[2-oxo-6-[(2S)-2-(tetrahydropyran-2-yloxymethyl)morpholin-4-yl]-3H-imidazo[4,5-b]pyridin-1-yl]piperidine-1-carboxylate